9,10-di(2-naphthyl)-2-Methylanthracene C1=C(C=CC2=CC=CC=C12)C=1C2=CC=CC=C2C(=C2C=CC(=CC12)C)C1=CC2=CC=CC=C2C=C1